6-((1-acetylpiperidin-4-yl)amino)-pyrimidine-4-carboxylic acid C(C)(=O)N1CCC(CC1)NC1=CC(=NC=N1)C(=O)O